8-amino-naphthalene-1-carboxylic acid NC=1C=CC=C2C=CC=C(C12)C(=O)O